(R)-tert-Butyl 2-benzyl-4-ethylpiperazine-1-carboxylate C(C1=CC=CC=C1)[C@H]1N(CCN(C1)CC)C(=O)OC(C)(C)C